5-chloro-2-((3R,5S)-4,4-difluoro-3-hydroxy-5-methylpiperidin-1-yl)-6-((3-(3-hydroxy-3-methylbutyl)-1-methyl-2-oxo-2,3-dihydro-1H-benzo[d]imidazol-5-yl)amino)nicotinonitrile ClC=1C(=NC(=C(C#N)C1)N1C[C@H](C([C@H](C1)C)(F)F)O)NC1=CC2=C(N(C(N2CCC(C)(C)O)=O)C)C=C1